1,4,7,10-tetraazacyclododecan-1,4,7,10-tetraacetate N1(CCN(CCN(CCN(CC1)CC(=O)[O-])CC(=O)[O-])CC(=O)[O-])CC(=O)[O-]